C(C)(C)N1CN(CC=C1)C 1-isopropyl-3-methylpyrimidine